FC1=C(C(=C2C(=NC(=NC2=C1F)C(F)(F)F)C=1OC(=NN1)C(F)(F)F)C1=C(C(=C(C(=C1F)F)F)F)F)S(=O)(=O)NC1(C(C1(F)F)(F)F)C(F)(F)F perfluorophenyl-8-fluoro-2-methyl-4-(5-methyl-1,3,4-oxadiazol-2-yl)-N-(1-methylcyclopropyl)quinazoline-6-sulfonamide